ClC1=CC=C(C=C1)CN1C([C@H](CSC2=C1C=C(C(=C2)F)C=2OC(=NN2)N2CCOCC2)NC(OC(C)(C)C)=O)=O tert-butyl N-[(3R)-5-[(4-chlorophenyl)methyl]-8-fluoro-7-(5-morpholino-1,3,4-oxadiazol-2-yl)-4-oxo-2,3-dihydro-1,5-benzothiazepin-3-yl]carbamate